tert-butyl (3aS,6aR)-2,3,3a,4,6,6a-hexahydro-1H-pyrrolo[3,4-c]pyrrole-5-carboxylate C1NC[C@@H]2[C@H]1CN(C2)C(=O)OC(C)(C)C